3-chlorobenzyl ((2S)-1-((1-(2-acetyl-6-oxo-2,5-diazaspiro[3.4]octan-7-yl)-3-hydroxypropan-2-yl)amino)-4-methyl-1-oxopentan-2-yl)carbamate C(C)(=O)N1CC2(C1)NC(C(C2)CC(CO)NC([C@H](CC(C)C)NC(OCC2=CC(=CC=C2)Cl)=O)=O)=O